[I-].[I-].[NH4+].[NH4+] ammonium iodide Iodide salt